9-[(2R,4R,5R)-5-[[bis(4-methoxyphenyl)-phenyl-methoxy]methyl]-4-hydroxy-tetrahydrofuran-2-yl]-6-oxo-N,N-diphenyl-purine-1-carboxamide COC1=CC=C(C=C1)C(OC[C@@H]1[C@@H](C[C@@H](O1)N1C=2N=CN(C(C2N=C1)=O)C(=O)N(C1=CC=CC=C1)C1=CC=CC=C1)O)(C1=CC=CC=C1)C1=CC=C(C=C1)OC